[Sr].[Ba] barium strontium salt